N1N=CC(=C1)C1=CC=C(C=C1)S(=O)(=O)NCCN1CCC(CC1)CN1N=NC(=C1)C1=C(NC2=CC=C(C=C12)F)C(=O)OCC(C)C isobutyl 3-(1-((1-(2-((4-(1H-pyrazol-4-yl)phenyl)sulfonamido)ethyl)piperidin-4-yl)methyl)-1H-1,2,3-triazol-4-yl)-5-fluoro-1H-indole-2-carboxylate